C(CCCCC)C(C(=O)O)CCCCCCCCC 2-Hexyl-undecanoic acid